COC=1C=C(CN(C2=CC(=NC=C2)CN2C(CNC(C2)=O)=O)CC2=CC(=CC=C2)N2CCN(CC2)C)C=CC1 1-((4-((3-methoxybenzyl)(3-(4-methylpiperazin-1-yl)benzyl)amino)pyridin-2-yl)methyl)piperazine-2,5-dione